C(CCC\C=C/C\C=C/C\C=C/C\C=C/CCCCC)[N-]CCCl arachidonyl-2-chloroethylamide